6-(8-(3-(7-fluoro-1-oxo-1,2-dihydroisoquinolin-3-yl)propanoyl)3,8-diazabicyclo[3.2.1]octan-3-yl)nicotinonitrile FC1=CC=C2C=C(NC(C2=C1)=O)CCC(=O)N1C2CN(CC1CC2)C2=NC=C(C#N)C=C2